N-(3-(6-(4-(3-(2-(dimethylamino)ethyl)ureido)phenyl)-1H-benzo[d]imidazol-1-yl)phenyl)ethanesulfonamide CN(CCNC(NC1=CC=C(C=C1)C=1C=CC2=C(N(C=N2)C=2C=C(C=CC2)NS(=O)(=O)CC)C1)=O)C